(R)-1-(5-methyl-1,2,4-oxadiazol-3-yl)ethan-1-amine CC1=NC(=NO1)[C@@H](C)N